ethan-2,1-diol C(CO)O